C(N)(=O)C=1C=C(C=CC1)NC(=O)[C@H]1O[C@@]([C@H]([C@@H]1C1=C(C(=C(C=C1)F)F)OC(F)F)C)(C(F)(F)F)C (2S,3R,4S,5S)-N-(3-Carbamoylphenyl)-3-[2-(Difluoromethoxy)-3,4-difluoro-phenyl]-4,5-dimethyl-5-(trifluoromethyl)tetrahydrofuran-2-carboxamid